[Si](C)(C)(C(C)(C)C)O[C@H]1C[C@H](N(C1)C1=NC(=CC(=C1C#N)C(F)(F)F)C)C(=O)NC1CC1 (2S,4S)-4-((tert-butyldimethylsilyl)oxy)-1-(3-cyano-6-methyl-4-(trifluoromethyl)pyridin-2-yl)-N-cyclopropylpyrrolidine-2-carboxamide